2-((1-(6-methyl-2-(1-methyl-2-oxoindolin-6-yl)-4-oxo-4H-chromen-8-yl)ethyl)amino)benzoic acid CC=1C=C2C(C=C(OC2=C(C1)C(C)NC1=C(C(=O)O)C=CC=C1)C1=CC=C2CC(N(C2=C1)C)=O)=O